N-(4-fluoro-3-methoxy-phenyl)-N,8-dimethyl-imidazo[1,2-a]pyrazine-6-carboxamide FC1=C(C=C(C=C1)N(C(=O)C=1N=C(C=2N(C1)C=CN2)C)C)OC